N(=C=O)[C@H](C(=O)OCCCCCCCCCCCC)COC(C)(C)C dodecyl (S)-2-isocyanato-3-t-butoxypropionate